N-[2-(1H-indol-3-yl)ethyl]-2-(1-methyltriazol-4-yl)-7,8-dihydro-6H-pyrimido[5,4-b][1,4]oxazin-4-amine N1C=C(C2=CC=CC=C12)CCNC1=NC(=NC2=C1OCCN2)C=2N=NN(C2)C